ClC=1C=C(C=CC1)Br (3-chlorophenyl) bromide